N(=[N+]=[N-])C1(C(NC2=C(O1)C=CC(=C2)Cl)=O)CC2=CC=C(C=C2)C 2-azido-6-chloro-2-(4-methylbenzyl)-2H-benzo[b][1,4]oxazin-3(4H)-one